OC1(CC(C1)N1C(CCC=2C=C(C=NC12)OCCN1CCC2(CC1)C(NC1=CC=C(C=C12)C#N)=O)=O)C 1'-(2-{[8-(3-hydroxy-3-methylcyclobutyl)-7-oxo-5,6,7,8-tetrahydro-1,8-naphthyridin-3-yl]oxy}ethyl)-2-oxo-1,2-dihydrospiro[indole-3,4'-piperidine]-5-carbonitrile